(4-(4-cyclopropyl-6-methoxypyridin-2-yl)phenyl)methanamine C1(CC1)C1=CC(=NC(=C1)OC)C1=CC=C(C=C1)CN